C(C)(C)(C)C1=C(C=C(C(=C1)[Si](C([2H])([2H])[2H])(C([2H])([2H])[2H])C([2H])([2H])[2H])O)NC(=O)C1=CNC2=CC=CC=C2C1=O N-(2-(tert-Butyl)-5-hydroxy-4-(tris(methyl-d3)silyl)phenyl)-4-oxo-1,4-dihydroquinoline-3-carboxamide